((4R,5S)-5-(2,2-diiodovinyl)-2,2-dimethyl-1,3-dioxolan-4-yl)-2-(trityloxy)ethanol IC(=C[C@H]1[C@H](OC(O1)(C)C)C(COC(C1=CC=CC=C1)(C1=CC=CC=C1)C1=CC=CC=C1)O)I